1-(2-fluorophenethyl)guanidine FC1=C(CCNC(=N)N)C=CC=C1